1-(methylaminocarbonyl)-bicyclo[3.1.0]hexane-2,3-diol CNC(=O)C12C(C(CC2C1)O)O